tert-butylperoxide n-butyl-fumarate (benzoate) C(C1=CC=CC=C1)(=O)O.C(CCC)/C(/C(=O)O)=C\C(=O)O.C(C)(C)(C)OOC(C)(C)C